N-(5-(2-hydroxypropan-2-yl)-4'-((7-(methylsulfonyl)-2,3-dihydro-[1,4]dioxino[2,3-c]pyridin-5-yl)amino)-[2,3'-bipyridin]-6'-yl)acetamide OC(C)(C)C=1C=CC(=NC1)C=1C=NC(=CC1NC1=NC(=CC2=C1OCCO2)S(=O)(=O)C)NC(C)=O